4-(4-{[2-(1,5-dimethyl-1H-pyrazol-3-yl)pyrrolidin-1-yl]methyl}phenoxy)-3-fluorobenzamide, formate salt C(=O)O.CN1N=C(C=C1C)C1N(CCC1)CC1=CC=C(OC2=C(C=C(C(=O)N)C=C2)F)C=C1